N-((1,2,3,5,6,7-Hexahydro-s-indacen-4-yl)carbamoyl)-1-isopropyl-2-oxopyrrolidine-3-sulfonamide, Potassium Salt [K].C1CCC2=C(C=3CCCC3C=C12)NC(=O)NS(=O)(=O)C1C(N(CC1)C(C)C)=O